NC1=NC=C(C2=C1N=C(N=C2)C=2C=C(C=CC2)C#C[C@]2(C(N(CC2)C)=O)O)C(F)(F)F (R)-3-[2-[3-[8-amino-5-(trifluoromethyl)pyrido[3,4-d]pyrimidin-2-yl]phenyl]ethynyl]-3-hydroxy-1-methylpyrrolidin-2-one